4-fluoro-2-(trifluoromethyl)aniline lithium [Li].FC1=CC(=C(N)C=C1)C(F)(F)F